CC1=CC=C(C(=N1)O[C@@H](C)CCCC=O)S(=O)(=O)N1[C@@H](CCC1)C(=O)OC(C)(C)C tert-butyl ((6-methyl-2-(((S)-6-oxohexan-2-yl)oxy)pyridin-3-yl)sulfonyl)-L-prolinate